3-fluoro-N-(2-methoxy-5-morpholin-4-ylmethyl-phenyl)-4-[5-methylsulfanyl-4-(4-trifluoromethoxy-phenyl)-pyrimidin-2-ylamino]-benzamide FC=1C=C(C(=O)NC2=C(C=CC(=C2)CN2CCOCC2)OC)C=CC1NC1=NC=C(C(=N1)C1=CC=C(C=C1)OC(F)(F)F)SC